ClC=1C=C(OCC(=O)NCC)C=C(C1CC1=C(C(=C(C=C1)O)C(C)C)F)Cl 2-(3,5-dichloro-4-(2-fluoro-4-hydroxy-3-isopropylbenzyl)phenoxy)-N-ethylacetamide